5-chloro-N-methylisothiazolin-3-one CN1C(=O)C=C(S1)Cl